5-(3-(3-((tert-butyldimethylsilyl)oxy)-2-fluoropropoxy)-4-nitro-1H-pyrazol-1-yl)-2,4-dimethyloxazole [Si](C)(C)(C(C)(C)C)OCC(COC1=NN(C=C1[N+](=O)[O-])C1=C(N=C(O1)C)C)F